N-(4-(((R)-1-Hydroxy-4-methylpentan-2-yl)amino)-6-((S)-2-phenylpropyl)-1,3,5-triazin-2-yl)methanesulfonamide OC[C@@H](CC(C)C)NC1=NC(=NC(=N1)C[C@H](C)C1=CC=CC=C1)NS(=O)(=O)C